1-eicosyl-2-(6Z,9Z,12Z-octadecatrienoyl)-glycero-3-phosphocholine CCCCCCCCCCCCCCCCCCCCOC[C@H](COP(=O)([O-])OCC[N+](C)(C)C)OC(=O)CCCC/C=C\C/C=C\C/C=C\CCCCC